C[C@H]1CN(CCN1)C(C)=O (S)-1-(3-methylpiperazin-1-yl)ethan-1-one